C(C)(C)(C)C(CCC)N(NC(C1=C(C(=CC=C1)OC)CC)=O)C(C1=CC(=C(C(=C1)OC)C)OC)=O 3,5-Dimethoxy-4-methyl-benzoic acid N-(1-tert-butyl-butyl)-N'-(2-ethyl-3-methoxy-benzoyl)-hydrazide